FC=1C=C(N[C@H](C)C2=CC(=CN3C2=NC(=CC3=O)N3CCOCC3)C(=O)N3C[C@H](CC3)N(C)C)C=C(C1)F 9-[(1R)-1-(3,5-difluoroanilino)ethyl]-7-[(3S)-3-(dimethylamino)pyrrolidine-1-carbonyl]-2-morpholino-pyrido[1,2-a]pyrimidin-4-one